CC(C=CC#N)(C)N1CCOCC1 4-methyl-4-morpholinopent-2-enenitrile